ClC1(N(C(=NC=C1)N)C1=C(C=CC=C1)OCCN1C(=NC=C1)[N+](=O)[O-])C1=CN(C2=CC=CC=C12)C 4-chloro-3-(2-(2-(2-nitro-1H-imidazol-1-yl)ethoxy)phenyl)-4-(1-methyl-1H-indol-3-yl)pyrimidin-2-amine